tert-butyl (2R,6S)-4-[8-[(7-fluoro-2-methyl-indazol-5-yl)carbamoyl]pyrido[3,4-b]pyrazin-5-yl]-2,6-dimethyl-piperazine-1-carboxylate FC1=CC(=CC2=CN(N=C12)C)NC(=O)C1=CN=C(C2=NC=CN=C21)N2C[C@H](N([C@H](C2)C)C(=O)OC(C)(C)C)C